CC(C)C1=CC(=C2C(=C1O)C(=O)CC3[C@@]2(CCC4=C3COC4=O)C)O The molecule is a tetracyclic diterpenoid with formula C20H22O5, originally isolated from the dried root outer bark of Tripterygium hypoglaucum. It has a role as a plant metabolite. It is a member of benzenediols, a cyclic ketone, a tetracyclic diterpenoid and a gamma-lactone.